ClC=1N=CC2=C(N1)SC(=C2)C2(CC(C2)OC(F)(F)F)O cis-1-(2-chlorothieno[2,3-d]pyrimidin-6-yl)-3-(trifluoromethoxy)cyclobutan-1-ol